(S)-4-amino-N-(6-bromo-2,3-dihydrobenzofuran-3-yl)-N-meth-ylimidazo[1,5-a]quinoxaline-8-carboxamide NC=1C=2N(C3=CC(=CC=C3N1)C(=O)N(C)[C@@H]1COC3=C1C=CC(=C3)Br)C=NC2